indazole silver [Ag].N1N=CC2=CC=CC=C12